N-[2-Cyano-4-(2-{[4-(morpholin-4-yl)phenyl]amino}pyrimidin-4-yl)phenyl]-3-methylbutanamide C(#N)C1=C(C=CC(=C1)C1=NC(=NC=C1)NC1=CC=C(C=C1)N1CCOCC1)NC(CC(C)C)=O